2-(4-((3,5-dimethylisoxazol-4-yl)methyl)piperazin-1-yl)-4-isobutylbenzonitrile CC1=NOC(=C1CN1CCN(CC1)C1=C(C#N)C=CC(=C1)CC(C)C)C